2,4-dichloro-6-(6-(trifluoromethyl)pyridin-2-yl)-1,3,5-triazine ClC1=NC(=NC(=N1)Cl)C1=NC(=CC=C1)C(F)(F)F